CC(C)(C)P(C1(C(C1)(C1=CC=CC=C1)C1=CC=CC=C1)C)C(C)(C)C bis(1,1-dimethylethyl)(1-methyl-2,2-diphenylcyclopropyl)phosphine